S1C(=CC=C1)S(=O)(=O)N1C=NC2=C1C=CC=C2 1-(Thiophene-2-ylsulfonyl)-1H-benzo[d]imidazole